CC1(CC2C(C(OC2=O)=O)C2=CC(=CC=C12)C)C1C(OC(C1)OC(C)=O)OC(C)=O 1,3,3a,4,5,9b-hexahydro-5,8-dimethyl-5-(tetrahydro-2,5-di-acetoxy-3-furanyl)-naphtho[1,2-c]-furan-1,3-dione